ethyl 2,4-dimethyl-1H-imidazole-5-carboxylate CC=1NC(=C(N1)C)C(=O)OCC